(2S,4R)-4-(2,3-dichloro-6-methoxyphenyl)-2-vinylpyrrole ClC1=C(C(=CC=C1Cl)OC)C=1C=C(NC1)C=C